(R)-6-(2,2-difluoro-6-(1-methyl-1H-pyrazol-4-yl)morpholino)-8-(2,4-difluorophenyl)-2,3-dimethylpyrimido[5,4-d]pyrimidin-4(3H)-one FC1(O[C@@H](CN(C1)C=1N=C(C=2N=C(N(C(C2N1)=O)C)C)C1=C(C=C(C=C1)F)F)C=1C=NN(C1)C)F